C(C1=CC=CC=C1)[C@H]1NCC[C@@H]1C |o1:7,11| (2R*,3S*)-2-benzyl-3-methylpyrrolidine